CC(C(=O)N1CC2=CC=C(C=C2C1)C1=C(C(=O)O)C=CC=C1)CC 2-(2-(2-Methylbutanoyl)isoindolin-5-yl)benzoic acid